O(C1=CC=CC=C1)C1=C(C=CC=C1)CC phenoxyl-ethylbenzene